3-(trimethylstannyl)benzylcarbamic acid tert-butyl ester C(C)(C)(C)OC(NCC1=CC(=CC=C1)[Sn](C)(C)C)=O